C(C=C)C1=C(C=2C=CC=C(C2C=C1)O)O 6-allyl-1,5-naphthalenediol